C12(CC(C1)C2)NC([C@H](NS(=O)(=O)C2=C(C=C(C(=C2)OC)Br)Br)C2CCCC2)=O (R)-N-(bicyclo[1.1.1]pentan-1-yl)-2-cyclopentyl-2-((2,4-dibromo-5-methoxyphenyl)sulfonamido)acetamide